(S)-2-isobutyrylamino-4-methylpentanoic acid benzyl ester C(C1=CC=CC=C1)OC([C@H](CC(C)C)NC(C(C)C)=O)=O